C(CCC)C1=NC(=NN1)C1=CC=CC=C1 butylphenyl-1,2,4-triazole